1-(4-benzyl-3,4-dihydroquinoxalin-1(2H)-yl)-2-(4-Methylpiperazin-1-yl)ethan-1-one C(C1=CC=CC=C1)N1CCN(C2=CC=CC=C12)C(CN1CCN(CC1)C)=O